(E)-N-(3-(Dimethylamino)-2-(4-nitrophenyl)allylidene)-N-methylmethylammonium tetrafluoroborate F[B-](F)(F)F.CN(/C=C(/C=[N+](C)C)\C1=CC=C(C=C1)[N+](=O)[O-])C